FC1=CC=C(C=C1)C1=C(N=C(S1)C)C(=O)N1C2CC(CC1CO)C2 {2-[5-(4-fluorophenyl)-2-methyl-1,3-thiazole-4-carbonyl]-2-azabicyclo[3.1.1]hept-3-yl}methanol